1,4-bis(trifluoromethanesulfonyloxy)cyclohexane FC(S(=O)(=O)OC1CCC(CC1)OS(=O)(=O)C(F)(F)F)(F)F